ClC=1C(=NC=CC1C(F)(F)F)CN1N=C2N([C@@H](CCC2)C(=O)N2CC(CC2)(F)F)C1=O (5S)-2-{[3-Chloro-4-(trifluoromethyl)pyridin-2-yl]methyl}-5-[(3,3-difluoropyrrolidin-1-yl)carbonyl]-5,6,7,8-tetrahydro[1,2,4]triazolo[4,3-a]pyridin-3(2H)-one